3-methylbut-2-enyl 2-(tert-butoxycarbonylamino)acetate C(C)(C)(C)OC(=O)NCC(=O)OCC=C(C)C